OCC=1C(=NON1)C(=O)NC1=CC=CC=C1 4-(hydroxymethyl)-N-phenyl-1,2,5-oxadiazole-3-carboxamide